N-(tert-butylsulfonyl)acetamide C(C)(C)(C)S(=O)(=O)NC(C)=O